FC(C1=NN2C(N=C(C=C2NCC(C2=CC=C(C=C2)F)N2CC3(CN(C3)C(CO)=O)C2)C(F)(F)F)=C1)(F)F 1-(6-(2-((2,5-Bis(trifluoromethyl)pyrazolo[1,5-a]pyrimidin-7-yl)amino)-1-(4-fluorophenyl)ethyl)-2,6-diazaspiro[3.3]heptan-2-yl)-2-hydroxyethan-1-one